C(=O)C1=CC(=C2C=C(N(C2=C1)CC(C)N1CCN(CC1)S(=O)(=O)C)C#N)C 6-Formyl-4-methyl-1-{2-[4-(methyl-sulfonyl)piperazin-1-yl]propyl}-1H-indole-2-carbonitrile